7-cyano-2-(3'-(3-(((R)-1-hydroxypropan-2-ylamino)methyl)-1,7-naphthyridin-8-ylamino)-2,2'-dimethylbiphenyl-3-yl)benzo[d]oxazol C(#N)C1=CC=CC=2N=C(OC21)C=2C(=C(C=CC2)C2=C(C(=CC=C2)NC=2N=CC=C1C=C(C=NC21)CN[C@@H](CO)C)C)C